6-Chloro-2-(4-{4-[(5-methylfuran-2-yl)methyl]piperazin-1-yl}phenyl)-N-(1-methylpiperidin-4-yl)-3H-imidazo[4,5-b]pyridin-7-amine ClC=1C(=C2C(=NC1)NC(=N2)C2=CC=C(C=C2)N2CCN(CC2)CC=2OC(=CC2)C)NC2CCN(CC2)C